butyl di-(3-hexyl) phosphate P(=O)(OCCCC)(OC(CC)CCC)OC(CC)CCC